CN1N=C(C(=C1)C1=C2C(=NC=C1)N(C=C2)S(=O)(=O)C2=CC=CC=C2)C=2N=CN(C2)C 4-(1-Methyl-3-(1-methyl-1H-imidazol-4-yl)-1H-pyrazol-4-yl)-1-(phenylsulfonyl)-1H-pyrrolo[2,3-b]pyridine